NCC1=CC=C(C=C1)C=1C=CC(NC1)=O 5-(4-(aminomethyl)phenyl)pyridin-2(1H)-one